2,6-bis(benzyloxy)-3-(4-(1-(2,5-difluorophenyl)piperidin-4-yl)-3-fluorophenyl)pyridine C(C1=CC=CC=C1)OC1=NC(=CC=C1C1=CC(=C(C=C1)C1CCN(CC1)C1=C(C=CC(=C1)F)F)F)OCC1=CC=CC=C1